N-isopropyl-2-(4-(4-(1-(pentan-3-yl)-1H-pyrazol-4-yl)pyrazolo[1,5-a]pyrazin-6-yl)-1H-pyrazol-1-yl)acetamide C(C)(C)NC(CN1N=CC(=C1)C=1N=C(C=2N(C1)N=CC2)C=2C=NN(C2)C(CC)CC)=O